NC1=C(C(NC2=C(C=CC=C12)C1=C(C=CC(=C1)CC1=NN(C=N1)CC)F)=O)C(=O)NCCC 4-amino-8-(5-((1-ethyl-1H-1,2,4-triazol-3-yl)methyl)-2-fluorophenyl)-2-oxo-N-propyl-1,2-dihydroquinoline-3-carboxamide